ClC1=C(N=C2N(C1=O)C=C(N=C2C2=CC=C(C=C2)C(F)(F)F)C2CC(OCC2)C=2C=NN(C2)C)C 3-chloro-2-methyl-7-(2-(1-methyl-1H-pyrazol-4-yl)tetrahydro-2H-pyran-4-yl)-9-(4-(trifluoromethyl)phenyl)-4H-pyrazino[1,2-a]pyrimidin-4-one